pyridin-4-yl-quinolin-8-ol N1=CC=C(C=C1)C1=NC2=C(C=CC=C2C=C1)O